NC(CN1CCN(CC1)C(=O)OC(C)(C)C)C1=CC=C(C=C1)F tert-butyl 4-[2-amino-2-(4-fluorophenyl)ethyl]piperazine-1-carboxylate